P(=O)(O)(O)O[C@H]1[C@H](O)[C@@H](O)[C@H](O)[C@H](O1)CO beta-glucose 1-phosphate